5-(Thiophen-2-yl)-1,3,4-oxadiazol-2(3H)-one S1C(=CC=C1)C1=NNC(O1)=O